(R)-N-(8,9-difluoro-6-oxo-1,4,5,6-tetrahydro-2H-pyrano[3,4-c]isoquinolin-1-yl)-3',5'-difluoro-N-methyl-[1,1'-biphenyl]-4-carboxamide FC=1C(=CC=2C3=C(NC(C2C1)=O)COC[C@@H]3N(C(=O)C3=CC=C(C=C3)C3=CC(=CC(=C3)F)F)C)F